ClC1=CC=C2C(=CNC2=C1)S(=O)(=O)NC=1C(=NC(=C(C1)F)C1CC1)OC 6-Chloro-N-(6-cyclopropyl-5-fluoro-2-methoxypyridin-3-yl)-1H-indole-3-sulfonamide